6-chloro-2-methyl-4-propyl-4,9-dihydro-10H-pyrimido[5,4-b]thiazolo[5,4-e][1,4]diazepin-10-one ClC=1N=CC=2NC(C3=C(N(C2N1)CCC)SC(=N3)C)=O